N-(3-chloro-2-methylphenyl)-2-(3-methoxyazetidin-1-yl)-6-({[2-(trifluoromethyl)phenyl]carbonyl}amino)-1H-benzimidazole-4-carboxamide ClC=1C(=C(C=CC1)NC(=O)C1=CC(=CC=2NC(=NC21)N2CC(C2)OC)NC(=O)C2=C(C=CC=C2)C(F)(F)F)C